ammonium hydrobromide salt Br.[NH4+]